C(CCCCCC(C)C)(=O)OCCCCCCCCCCCCCCCC hexadecyl isononanoate